2-((4-fluoro-2-methylphenyl)amino)-N-(3-(methylsulfonyl)phenyl)-4-(trifluoromethyl)benzamide FC1=CC(=C(C=C1)NC1=C(C(=O)NC2=CC(=CC=C2)S(=O)(=O)C)C=CC(=C1)C(F)(F)F)C